(2S)-2-[[5-(5-methyl-1H-pyrazol-3-yl)-2-(4-methylsulfonylanilino)-pyrimidin-4-yl]amino]-2-phenyl-ethanol CC1=CC(=NN1)C=1C(=NC(=NC1)NC1=CC=C(C=C1)S(=O)(=O)C)N[C@H](CO)C1=CC=CC=C1